C1(=CC=CC=C1)C=1C(=NC(=C(C1C1=CC=C(C=C1)C1=NC=CC=C1)C1=CC=CC=C1)C1=CC=CC=C1)N1C2=CC=C(C=C2C=2C=C(C=CC12)N1C2=CC=CC=C2C=2C=CC=CC12)N1C2=CC=CC=C2C=2C=CC=CC12 9'-(3,5,6-triphenyl-4-(4-(pyridin-2-yl)phenyl)pyridin-2-yl)-9'H-9,3':6',9''-tercarbazole